FC1(CC(C1)(CC1=NN=CN1C)C=1C=C(C=CC1)N1C(C2=CC(=CC(=C2C1)C(F)(F)F)CN1C[C@@H](NCC1)C)=O)F (S)-2-(3-(3,3-difluoro-1-((4-methyl-4H-1,2,4-triazol-3-yl)methyl)cyclobutyl)phenyl)-6-((3-methylpiperazin-1-yl)methyl)-4-(trifluoromethyl)isoindolin-1-one